C(N)(=N)C=1C=C(SC1)[C@@H](C)NC(=O)[C@H]1N(C[C@](C1)(CF)F)C(CNC(=O)C1=CC=2C(C3=CC=CC=C3C2C=C1)(F)F)=O (2S,4R)-N-((R)-1-(4-carbamimidoylthiophen-2-yl)ethyl)-1-((9,9-difluoro-9H-fluorene-2-carbonyl)glycyl)-4-fluoro-4-(fluoromethyl)pyrrolidine-2-carboxamide